COC(=O)C1C(N(N=CC1)C=1C=NN(C1)C)(C=O)C1=C(C(=C(C(=C1[2H])[2H])Cl)[2H])[2H] (4-chlorophenyl-2,3,5,6-d4)-2-(1-methyl-1H-pyrazol-4-yl)-3-formyl-2,3,4,5-tetrahydropyridazine-4-carboxylic acid methyl ester